O[C@@H]1C[C@H](N2N=C(N=C21)C(=O)OCC)C(C)C ethyl trans-7-hydroxy-5-isopropyl-6,7-dihydro-5H-pyrrolo[1,2-b][1,2,4]triazole-2-carboxylate